2-[(3-cyclopropyl-1H-pyrazol-5-yl)methyl]-2,6-diazaspiro[3.3]heptane C1(CC1)C1=NNC(=C1)CN1CC2(C1)CNC2